O=C(CC(=O)O)C1CCCCC1 β-oxocyclohexanepropionic acid